N-(2-(4-((1R,4R)-2-oxa-5-azabicyclo[2.2.1]heptane-5-yl)piperidine-1-yl)-5-((6-((S)-3-(2-chloro-3-fluorobenzyl)isoxazolidine-2-yl)pyrimidine-4-yl)amino)-4-methoxyphenyl)acrylamide [C@H]12OC[C@H](N(C1)C1CCN(CC1)C1=C(C=C(C(=C1)OC)NC1=NC=NC(=C1)N1OCC[C@@H]1CC1=C(C(=CC=C1)F)Cl)NC(C=C)=O)C2